ClC1=C(C(=CC=C1F)Cl)N1N=C(C(=C1)NC1=CC=C(C=C1)C1=NN=CN1CC)C(=O)N 1-(2,6-dichloro-3-fluorophenyl)-4-((4-(4-ethyl-4H-1,2,4-triazol-3-yl)phenyl)amino)-1H-pyrazole-3-carboxamide